6-(6-((1S,6R,7R)-7-(aminomethyl)-7-(2-fluorophenyl)-3-azabicyclo[4.1.0]heptan-3-yl)-1H-pyrazolo[3,4-b]pyrazin-3-yl)-1-methylpyridin-2(1H)-one NC[C@@]1([C@@H]2CCN(C[C@H]12)C1=CN=C2C(=N1)NN=C2C2=CC=CC(N2C)=O)C2=C(C=CC=C2)F